C(CC(C)C)[Al](CCC(C)C)CCC(C)C tri-isoamyl-aluminum